6-chloro-7-{[2-(morpholin-4-yl)ethyl]amino}-5,8-dihydroquinoline ClC=1CC=2C=CC=NC2CC1NCCN1CCOCC1